fluorosulphate S(=O)(=O)([O-])F